3-((2-Fluoro-6-(trifluoromethyl)benzyl)thio)azetidine 2,2,2-trifluoroacetate FC(C(=O)O)(F)F.FC1=C(CSC2CNC2)C(=CC=C1)C(F)(F)F